2-(5-ethyl-2-(4-methoxycyclohex-1-en-1-yl)-7-oxo-6-(piperazin-1-yl)-[1,2,4]triazolo[1,5-a]pyrimidin-4(7H)-yl)-N-(4-(trifluoromethyl)phenyl)acetamide C(C)C=1N(C=2N(C(C1N1CCNCC1)=O)N=C(N2)C2=CCC(CC2)OC)CC(=O)NC2=CC=C(C=C2)C(F)(F)F